ClC1=C(C=CC(=C1)N1CC(N(CC1)C)C)NC1=NC=C(C(=N1)NCCCN1C(CCCCC1)=O)C(F)(F)F 1-(3-((2-((2-chloro-4-(3,4-dimethylpiperazin-1-yl)phenyl)amino)-5-(trifluoromethyl)pyrimidin-4-yl)amino)propyl)azepan-2-one